((2R,3R,4R,5R)-5-(2-amino-6-(methylamino)-9H-purin-9-yl)-4-fluoro-3-(isobutyryloxy)-4-methyltetrahydrofuran-2-yl)methyl L-valinate N[C@@H](C(C)C)C(=O)OC[C@H]1O[C@H]([C@]([C@@H]1OC(C(C)C)=O)(C)F)N1C2=NC(=NC(=C2N=C1)NC)N